ClC1=C(C=C(N=N1)N1[C@@H]2[C@H](OCC1)CCN(C2)C)C(F)F (4aS,8aR)-4-[6-chloro-5-(difluoromethyl)pyridazin-3-yl]-6-methyl-3,4a,5,7,8,8a-hexahydro-2H-pyrido[4,3-b][1,4]oxazine